2-[[[6-methoxy-5-[2-[4-(trifluoromethyl)cyclohexyl]vinyl]-3-pyridyl]amino]methyl]prop-2-enoic acid COC1=C(C=C(C=N1)NCC(C(=O)O)=C)C=CC1CCC(CC1)C(F)(F)F